COC=1C=C(C=CC1)C/C(=C/C(=O)OCC)/C Ethyl (2E)-4-(3-methoxyphenyl)-3-methylbut-2-enoate